FC(C(=O)O)(F)F.C1(CC1)S(=O)(=O)N Cyclopropanesulfonamide trifluoroacetate